(1R,3S)-3-(3-{[(1-methyl-1H-1,2,3-triazol-5-yl)carbonyl]amino}-1H-pyrazol-5-yl)cyclopentyl tert-butylcarbamate C(C)(C)(C)NC(O[C@H]1C[C@H](CC1)C1=CC(=NN1)NC(=O)C1=CN=NN1C)=O